(R)-4-((1-(3-(difluoromethyl)-2-fluorophenyl)ethyl)amino)-2-methyl-6-((1-(pyrroline-1-ylmethyl)cyclopropyl)methyl)pyridin FC(C=1C(=C(C=CC1)[C@@H](C)NC1=CC(=NC(=C1)CC1(CC1)CN1C=CCC1)C)F)F